sodium 2,2-dichloroacetate ClC(C(=O)[O-])Cl.[Na+]